COC1=C(N)C=C(C=C1)B1OC(C(O1)(C)C)(C)C 2-methoxy-5-(4,4,5,5-tetramethyl-1,3,2-dioxaborolan-2-yl)aniline